FC(CN1CC(C1)C(=O)NC1=CNC2=CC=C(C=C12)CCC1=CC=C(C=C1)C(F)(F)F)F 1-(2,2-difluoroethyl)-N-(5-(4-(trifluoromethyl)phenethyl)-1H-indol-3-yl)azetidine-3-carboxamide